ClC1=C(C=CC(=C1)OC1=CC=C(C=C1)Cl)C(CN1N=CN=C1)(C(C)C)O 2-[2-chloro-4-(4-chlorophenoxy)phenyl]-3-methyl-1-(1,2,4-triazol-1-yl)butan-2-ol